N1C=CC2=CC=C(C=C12)NC(NC1=CC2=C(OCCN2C(C(=O)NC)C2=CC=CC=C2)C=C1)=O 2-(6-(3-(1H-indol-6-yl)ureido)-2,3-dihydro-4H-benzo[b][1,4]oxazin-4-yl)-N-methyl-2-phenylacetamide